NC(C(C=1C(=NC=CC1)F)OS(=O)(=O)C)=O methanesulfonic acid 2-amino-1-(2-fluoropyridin-3-yl)-2-oxoethyl ester